FC(OC1=C(C=C(C=C1)OC=1C=NC=C(C1)CN(C)C)C1=NN(C=C1NC(=O)C=1C=NN2C1N=CC=C2)C)F N-(3-(2-(difluoromethoxy)-5-((5-((dimethylamino)methyl)pyridin-3-yl)oxy)phenyl)-1-methyl-1H-pyrazol-4-yl)pyrazolo[1,5-a]pyrimidine-3-carboxamide